4-(1-(4-fluorophenyl)ethyl)-2-(1-(1-hydroxy-3-(4-methylpiperazin-1-yl)propan-2-yl)-1H-pyrazol-4-yl)-6-methyl-1,6-dihydro-7H-pyrrolo[2,3-c]pyridin-7-one FC1=CC=C(C=C1)C(C)C=1C2=C(C(N(C1)C)=O)NC(=C2)C=2C=NN(C2)C(CO)CN2CCN(CC2)C